ethyl 2,2-dichloroacetate ClC(C(=O)OCC)Cl